Aminopropyl Ascorbyl phosphate C(CN)COP(=O)(O)OC1=C([C@H](OC1=O)[C@H](CO)O)O